C1(CC1)C(CCCN1C(=CC(C2=CC(=C(C=C12)OC)F)=O)C)O 1-(4-cyclopropyl-4-hydroxybutyl)-6-fluoro-7-methoxy-2-methylquinolin-4(1H)-one